n-pentylammonium fluoride [F-].C(CCCC)[NH3+]